(S)-4-((2-methoxyethyl)(4-(5,6,7,8-tetrahydro-1,8-naphthyridin-2-yl)butyl)amino)-2-(3-(trifluoromethyl)-5,6,7,8-tetrahydro-[1,2,4]triazolo[4,3-a]pyrazine-7-carboxamido)butanoic acid COCCN(CC[C@@H](C(=O)O)NC(=O)N1CC=2N(CC1)C(=NN2)C(F)(F)F)CCCCC2=NC=1NCCCC1C=C2